2-isopropyl-6-phenyl-N4-(thiazol-5-yl)-1,3,5-triazine-2,4-diamine C(C)(C)C1(NC(=NC(=N1)NC1=CN=CS1)C1=CC=CC=C1)N